methyl (3E)-2,2-dimethyl-3-[3-(4-methylpyrimidin-2-yl)prop-2-yn-1-ylidene]pyrrolidine-1-carboxylate CC/1(N(CC\C1=C/C#CC1=NC=CC(=N1)C)C(=O)OC)C